FC1=C(OC2C[C@@H]3[C@@H](CN(C3)CC(O)C3=CC=C(C=C3)O)C2)C=CC(=C1)F rac-4-(2-((3aR,5s,6aS)-5-(2,4-difluorophenoxy)hexahydrocyclopenta[c]pyrrol-2(1H)-yl)-1-hydroxyethyl)phenol